(6-fluoropyridin-3-yl)methanone FC1=CC=C(C=N1)C=O